FC1(CCN(CC1)C1=NC2=CC(=C(C=C2C(=N1)NCN)OC)OCCCN1CCCC1)F N-(2-(4,4-difluoropiperidin-1-yl)-6-methoxy-7-(3-(pyrrolidin-1-yl)propoxy)quinazolin-4-yl)methanediamine